[E]-Azulene C1=CC=C2\C=C\C=CC=C12